(4-amino-2-fluoro-5-iodobenzyl)-4-methylpyrimidine-5-carboxamide NC1=CC(=C(CC2=NC=C(C(=N2)C)C(=O)N)C=C1I)F